4-(2,6-diethyl-4-methyl-phenyl)-5-hydroxy-2,6-dimethyl-3(2H)-pyridazinone C(C)C1=C(C(=CC(=C1)C)CC)C=1C(N(N=C(C1O)C)C)=O